2-(1-(4-(hydroxymethyl)piperidine-1-carbonyl)piperidin-4-ylidene)-2-(4-(trifluoromethoxy)phenyl)acetonitrile OCC1CCN(CC1)C(=O)N1CCC(CC1)=C(C#N)C1=CC=C(C=C1)OC(F)(F)F